[I-].C(=O)C1=C2CCN(CC2=CC=C1OC)C(=O)N1C=[N+](C=C1)C 3-(5-formyl-6-methoxy-3,4-dihydro-1H-isoquinoline-2-carbonyl)-1-methyl-3H-imidazol-1-ium iodide